OC(CNC(=O)C1=CN(CN1CCCCC)C(C)(C)C)(C)C N-(2-hydroxy-2-methylpropyl)-3-tert-butyl-1-N-pentyl-1H-imidazole-5-carboxamide